C(C)OC(COC1C[C@H]2CC[C@@H](C1)N2C(=O)OC(C)(C)C)=O tert-butyl (1R,3s,5S)-3-(2-ethoxy-2-oxoethoxy)-8-azabicyclo[3.2.1]octane-8-carboxylate